C(#N)C1=CC(=C(COC2=CC=CC(=N2)C2=CC(=C(CC=3N(C=4C(=NC=C(C4)C(=O)O)N3)CC3(CC3)CF)C=C2)F)C=C1)F 2-(4-(6-((4-cyano-2-fluorobenzyl)oxy)pyridin-2-yl)-2-fluorobenzyl)-1-((1-(fluoromethyl)cyclopropyl)methyl)-1H-imidazo[4,5-b]pyridine-6-carboxylic acid